[SiH3]OOO[SiH3] siloxy ether